1-(3-(2-(1-(phenylsulfonyl)-1H-pyrrolo[2,3-b]pyridin-3-yl)thiazol-4-yl)phenyl)-1-(thiazol-2-yl)ethanol C1(=CC=CC=C1)S(=O)(=O)N1C=C(C=2C1=NC=CC2)C=2SC=C(N2)C=2C=C(C=CC2)C(C)(O)C=2SC=CN2